C(=O)(O)C1=CC=CC(=N1)CNCC 2-[{6-(carboxy)pyridin-2-yl}methylamino]-ethane